5-chloro-2-[[6-chloro-3-(4-fluorocyclohexyl)-4-quinolinyl]amino]benzoic acid ClC=1C=CC(=C(C(=O)O)C1)NC1=C(C=NC2=CC=C(C=C12)Cl)C1CCC(CC1)F